C(CCC)C(C(C(C(=O)O)(CCCC)CCCC)(C(=O)O)O)C(=O)O tributyl-2-hydroxypropane-1,2,3-tricarboxylic acid